1,2-bisdocosahexenoyl-sn-glycero-3-phosphocholine C(C=CC=CC=CC=CC=CC=CCCCCCCCCC)(=O)OC[C@@H](OC(C=CC=CC=CC=CC=CC=CCCCCCCCCC)=O)COP(=O)([O-])OCC[N+](C)(C)C